ClC1=C(C=C2C=C(N=CC2=C1)NC(=O)[C@@H]1[C@@H]2CCC([C@H]12)N(C)C)C1CCN(CC1)[C@]1(COC[C@H]1O)C (1S,5R,6R)-N-(7-chloro-6-(1-((3S,4S)-4-hydroxy-3-methyltetrahydrofuran-3-yl)piperidin-4-yl)isoquinolin-3-yl)-2-(dimethylamino)bicyclo[3.1.0]hexane-6-carboxamide